C1(CCCCC1)[C@H]1N(S(C2=C(N(C1)C1=CC=CC=C1)C=C(C(=C2)C=2C=CC(=C(C(=O)O)C2)F)F)(=O)=O)C (R)-5-(3-cyclohexyl-7-fluoro-2-methyl-1,1-dioxido-5-phenyl-2,3,4,5-tetrahydrobenzo[f][1,2,5]thiadiazepin-8-yl)-2-fluorobenzoic acid